C(C)(C)(C)OC(=O)N1CC=2C=CC(=NC2C(C1)O)C(OC)=N.C(C)(C)(C)NCCCC=C(C(=O)N)C t-butylaminopropyl-methacrylamide Tert-butyl-8-hydroxy-2-(imino(methoxy)methyl)-7,8-dihydro-1,6-naphthyridine-6(5H)-carboxylate